OCC1(C2=CC=CC=C2C=2C=CC=CC12)C(C1=CC=C(C=C1)C)C1(C2=CC=CC=C2C=2C=CC=CC12)CO α,α-bis-(9-hydroxymethylfluoren-9-yl)-1,4-xylene